FC=1C=CC2=C(N=C(O2)NC=2OC3=C(N2)C=C(C=C3)C(C)(C)O)C1 2-[2-(5-fluoro-1,3-benzoxazol-2-ylamino)-1,3-benzoxazol-5-yl]-2-propanol